OC1=C(C=C(C=C1C(C)(C)CC(C)(C)C)CO)N1N=C2C(=N1)C=CC=C2 2-[2'-hydroxy-3'-tert-octyl-5'-(hydroxymethyl)phenyl]-2H-benzotriazole